CN(CCCCCC)C N,N-dimethyl-6-amino-hexane